FC1=C(OC2CCN(CC2)C=2N=C3C(=NC2C2CCC(CC2)OC)CN(CC3)C(C)=O)C=CC(=C1)F 1-(2-(4-(2,4-difluorophenoxy)piperidin-1-yl)-3-(4-methoxycyclohexyl)-7,8-dihydropyrido[3,4-b]pyrazin-6(5H)-yl)ethan-1-one